methyl 3-(N-(2-(2-allylpiperidin-1-yl)-5-(trifluoromethyl)phenyl)-N-(tert-butoxycarbonyl)sulfamoyl)-4-hydroxybenzoate C(C=C)C1N(CCCC1)C1=C(C=C(C=C1)C(F)(F)F)N(S(=O)(=O)C=1C=C(C(=O)OC)C=CC1O)C(=O)OC(C)(C)C